OCC1C(C1C(=O)O)(C)C 3-hydroxymethyl-2,2-dimethyl-cyclopropyl-formic acid